dichloro-trifluoromethanesulfonamide ClN(S(=O)(=O)C(F)(F)F)Cl